NC=1C(=NC=CC1)OC 3-amino-2-methoxypyridine